BrC1=C(C(=CC2=CN(N=C12)C)NC(=S)NC(OCC)=O)C ethyl N-[(7-bromo-2,6-dimethyl-indazol-5-yl)carbamothioyl]carbamate